CN(CCCOC1=C(C(=O)N(C)C)C=C(C=C1NS(=O)(=O)C)C1=CC=2C3=C(C=NC2C=C1)N(C(C31CCC1)=O)C)C 2-(3-(Dimethylamino)propoxy)-N,N-dimethyl-5-(3'-methyl-2'-oxo-2',3'-dihydrospiro[cyclobutane-1,1'-pyrrolo[2,3-c]quinolin]-8'-yl)-3-(methylsulfonamido)benzamide